FC=1C=CC=C2C=C(NC(C12)=O)CCC(=O)N1CCC(CC1)OC1=CC=C(C#N)C=C1 4-((1-(3-(8-fluoro-1-oxo-1,2-dihydroisoquinolin-3-yl)propanoyl)piperidin-4-yl)oxy)benzonitrile